1-(2-bromo-4-methylphenyl)-3-chloropropan BrC1=C(C=CC(=C1)C)CCCCl